2,5-bis(4-hydroxy-3-methylphenyl)thiophene-3-carbonitrile OC1=C(C=C(C=C1)C=1SC(=CC1C#N)C1=CC(=C(C=C1)O)C)C